C(C)(C)(C)OC(=O)N1[C@H]2CC(C[C@@H]1CC2)NC2=C(C=C(C=C2)[N+](=O)[O-])C (1R,3s,5S)-3-((2-methyl-4-nitrophenyl)amino)-8-azabicyclo[3.2.1]octane-8-carboxylic acid tert-butyl ester